1,3-dimethylpyridin CN1CC(=CC=C1)C